C(C)C1=C(C=O)C=CC=C1 2-ETHYLBENZALDEHYDE